C1N(CC2=CC=CC=C12)CC=1C=CC(=C(C1)C(C)O)OCC1CCN(CC1)S(=O)(=O)C 1-(5-(Isoindolin-2-ylmethyl)-2-((1-(methylsulfonyl)piperidin-4-yl)methoxy)-phenyl)ethan-1-ol